Cl.FC(C1=CC2=C(C=C1)[C@@H]1NC(CC[C@@H]1O2)([2H])[2H])(F)F (4aS,9bS)-7-(trifluoromethyl)-1,2,3,4,4a,9b-hexahydrobenzofuro[3,2-b]pyridine-2,2-d2 hydrochloride